(R)-(3-Fluoro-1-methylpyrrolidin-3-yl)methyl (8-amino-7-fluoro-6-(8-methyl-2,3-dihydro-1H-pyrido[2,3-b][1,4]oxazin-7-yl)isoquinolin-3-yl)carbamate NC=1C(=C(C=C2C=C(N=CC12)NC(OC[C@@]1(CN(CC1)C)F)=O)C1=C(C2=C(OCCN2)N=C1)C)F